FC=1C(=C(C=CC1)[C@@H]1N=C(NC(=C1C(=O)OCC)C)C=1SC=CN1)C ethyl (4S)-4-(3-fluoro-2-methyl-phenyl)-6-methyl-2-thiazol-2-yl-1,4-dihydropyrimidine-5-carboxylate